1-(1-methyl-6-(1-(3-((4-((4-(piperidin-1-yl)-5-(trifluoromethyl)pyrimidin-2-yl)amino)piperidin-1-yl)sulfonyl)benzyl)piperidin-4-yl)-1H-indazol-3-yl)dihydropyrimidine-2,4(1H,3H)-dione CN1N=C(C2=CC=C(C=C12)C1CCN(CC1)CC1=CC(=CC=C1)S(=O)(=O)N1CCC(CC1)NC1=NC=C(C(=N1)N1CCCCC1)C(F)(F)F)N1C(NC(CC1)=O)=O